ClC1=CC=C(C=C1)C1=C(CCC(C1)(C)C)C(=O)N1CCC2(CC1)CCC(CC2)SC=2C=C1CN(C(C1=CC2)=O)C2C(NC(CC2)=O)=O 3-(5-((3-(4'-chloro-5,5-dimethyl-3,4,5,6-tetrahydro-[1,1'-biphenyl]-2-carbonyl)-3-azaspiro[5.5]undec-9-yl)thio)-1-oxoisoindolin-2-yl)piperidine-2,6-dione